3-Bromo-N-[(4-methoxyphenyl)methyl]-N-methyl-4-[[(1R)-1-[3-(trifluoromethyl)phenyl]ethyl]amino]benzenesulfonamide BrC=1C=C(C=CC1N[C@H](C)C1=CC(=CC=C1)C(F)(F)F)S(=O)(=O)N(C)CC1=CC=C(C=C1)OC